C(N)(OC(C)([C@]1(CN(CC1)C(C)(C)C=1C=NC(=CC1)C)CCC=1SC(=CC1)F)F)=O |o1:5| 1-fluoro-1-((R or S)-3-(2-(5-fluorothiophen-2-yl)ethyl)-1-(2-(6-methylpyridin-3-yl)propan-2-yl)pyrrolidin-3-yl)ethyl carbamate